ClC=1C=C(SC1)NC(=O)C1(C(C1)[2H])C(=O)O 1-((4-chlorothien-2-yl)carbamoyl)cyclopropane-1-carboxylic acid-2-d